OCC12N(CCCC2C1)CC1=C2CCCC2=C(C=C1OCC=1C=C(C#N)C=CC1)OCC=1C(=C(C=CC1)C1=CC=CC=C1)C 3-(((4-((1-(hydroxymethyl)-2-azabicyclo[4.1.0]heptan-2-yl)methyl)-7-((2-methyl-[1,1'-biphenyl]-3-yl)methoxy)-2,3-dihydro-1H-inden-5-yl)oxy)methyl)benzonitrile